tert-butyl 4-(1-chloro-3-(5-(difluoromethyl)-1,3,4-thiadiazol-2-yl)-6-(N-(1-(fluoromethyl)cyclopropyl)sulfamoyl)imidazo[1,5-a]pyridin-8-yl)piperazine-1-carboxylate ClC=1N=C(N2C1C(=CC(=C2)S(NC2(CC2)CF)(=O)=O)N2CCN(CC2)C(=O)OC(C)(C)C)C=2SC(=NN2)C(F)F